[C@@H]12CCC[C@@H](CC1)N2C2=NC=C(C(=N2)NC2=CC1=C(N(C(N1CCC(C)(C)O)=O)C)C=C2)Cl 5-((2-((1R,5S)-8-azabicyclo[3.2.1]octan-8-yl)-5-chloropyrimidin-4-yl)amino)-3-(3-hydroxy-3-methylbutyl)-1-methyl-1,3-dihydro-2H-benzo[d]imidazol-2-one